FC1=C(C(=O)Cl)C=C(C=C1)CC1=NNC(C2=CC=CC(=C12)OC)=O 2-fluoro-5-((8-methoxy-4-oxo-3,4-dihydro-phthalazin-1-yl)methyl)benzoyl chloride